C(C)C(CC(=O)NC(C(=O)O)CCN(CCCCC1=NC=2NCCCC2C=C1)CCOC)CC 2-(3-ethylpentanoylamino)-4-[2-methoxyethyl-[4-(5,6,7,8-tetrahydro-1,8-naphthyridin-2-yl)butyl]amino]butanoic acid